N1N=CC(=C1)CNC(=O)C=1C=NC2=C(C=C(C=C2C1)OC)C1=CCC(CC1)(C)C N-((1H-pyrazol-4-yl)methyl)-8-(4,4-dimethylcyclohex-1-en-1-yl)-6-methoxyquinoline-3-carboxamide